C(C)(C)(C)OC(=O)N1[C@H]2[C@H]([C@@H](C1)C2)NC2=C(C(=NC1=C(C(=C(C=C21)CCC#N)C2=C(C(=CC=C2)Cl)Cl)F)C)C(=O)O (Ra)-4-(((1R,4R,5S)-2-(tert-butoxycarbonyl)-2-azabicyclo[2.1.1]hexan-5-yl)amino)-6-(2-cyanoethyl)-7-(2,3-dichlorophenyl)-8-fluoro-2-methylquinoline-3-carboxylic acid